5-(6-methylpyrazin-2-yl)-2-{3-[(3S)-3-(prop-2-yl)piperazin-1-yl]-1,2,4-triazin-6-yl}phenol CC1=CN=CC(=N1)C=1C=CC(=C(C1)O)C1=CN=C(N=N1)N1C[C@@H](NCC1)C(C)C